C(=O)(O)C1=C(C=CC=C1)C(CC=1C(=C(C(=O)O)C=CC1)F)=O 2-(2-carboxyphenyl)-2-oxo-ethyl-2-fluorobenzoic acid